C(C)C(C(=O)O)(CSSCCC(=O)O)CC diethyl-3,3'-dithiodipropionic acid